6-(1,3-dioxan-2-yl)-3-ethylsulfonylpyridine-2-carboxylic acid ethyl ester C(C)OC(=O)C1=NC(=CC=C1S(=O)(=O)CC)C1OCCCO1